tert-butyl ((1-((3-(8-amino-6-(trifluoromethyl)imidazo[1,2-a]pyrazin-3-yl)-4-methylphenyl)sulfonyl)piperidin-3-yl)methyl)carbamate NC=1C=2N(C=C(N1)C(F)(F)F)C(=CN2)C=2C=C(C=CC2C)S(=O)(=O)N2CC(CCC2)CNC(OC(C)(C)C)=O